2-(3-cyclopropyl-1H-pyrazol-4-yl)-3,5-difluoro-6-methyl-pyridine C1(CC1)C1=NNC=C1C1=NC(=C(C=C1F)F)C